(S)-5-[1-(2-Difluoromethyl-6-fluoro-phenyl)-piperidin-4-yl]-2,4-dimethyl-7-(2-trifluoromethyl-benzyl)-2,4,5,7-tetrahydro-pyrazolo[3,4-d]pyrimidin-6-on FC(C1=C(C(=CC=C1)F)N1CCC(CC1)N1C(N(C=2C([C@@H]1C)=CN(N2)C)CC2=C(C=CC=C2)C(F)(F)F)=O)F